N-{(1S)-1-cyano-2-[(3S)-2-oxopyrrolidin-3-yl]ethyl}-N2-[(2S)-2-(dimethylamino)-2-phenylacetyl]-4-methyl-L-leucinamide C(#N)[C@H](C[C@H]1C(NCC1)=O)NC([C@@H](NC([C@H](C1=CC=CC=C1)N(C)C)=O)CC(C)(C)C)=O